methyl 1-aminocyclopropane-1-carboxylate NC1(CC1)C(=O)OC